6-((4-cyano-2-fluorobenzyl)thio)-5-fluoro-3',6'-dihydro-[2,4'-bipyridin] C(#N)C1=CC(=C(CSC2=C(C=CC(=N2)C=2CC=NCC2)F)C=C1)F